C(C)(C)(C)OC(=O)NCC(=O)OCC ethyl N-t-butoxycarbonyl-glycinate